5-{[(1S,3S)-3-hydroxycyclopentyl]amino}-N-[(7-methoxy-1H-indol-4-yl)methyl]pyrazolo[1,5-a]pyridine-3-carboxamide O[C@@H]1C[C@H](CC1)NC1=CC=2N(C=C1)N=CC2C(=O)NCC2=C1C=CNC1=C(C=C2)OC